4-(4-aminophenoxy)-2-naphthylphenylaniline NC1=CC=C(OC2=CC(=CC3=CC=CC=C23)N(C2=CC=CC=C2)C2=CC=CC=C2)C=C1